C(C(C)C)(=O)OCC(=CBr)Br 2,3-dibromoprop-2-en-1-yl isobutyrate